FC1=CC=C(C=C1)[C@@H](C)C1=C(N=CC(=N1)C(=O)O)NCCN1CCCC1 (R)-6-(1-(4-fluorophenyl)ethyl)-5-((2-(pyrrolidin-1-yl)ethyl)amino)pyrazine-2-carboxylic acid